ClC=1C(=NC=CC1C1=NN(C2=NC(=C(N=C21)CO)N2CCC(CC2)(C(=O)NC2=CC=C(C=C2)F)C)C2OCCCC2)NC2CC2 1-{3-[3-chloro-2-(cyclopropylamino)pyridin-4-yl]-5-(hydroxymethyl)-1-(oxane-2-yl)-1H-pyrazolo[3,4-b]pyrazine-6-yl}-N-(4-fluorophenyl)-4-methylpiperidine-4-carboxamide